C(=O)O.FC(CN1N=C(C(=C1)C1=CN=C2N1C=CN=C2NC2=CC(=C(C(=O)NCC(NCC1CCNCC1)=O)C=C2)CC)C(F)(F)F)F 4-[[3-[1-(2,2-difluoroethyl)-3-(trifluoromethyl)pyrazol-4-yl]imidazo[1,2-a]pyrazin-8-yl]amino]-2-ethyl-N-[2-oxo-2-(4-piperidylmethylamino)ethyl]benzamide formate